(S)-tert-Butyl 6-ethyl-5,6,7,9-tetrahydro-8H-pyrido[2,3-c]azepine-8-carboxylate C(C)[C@H]1CC2=C(CN(C1)C(=O)OC(C)(C)C)N=CC=C2